C(C)(C)(C)OC(=O)[C@@H]1N[C@H]([C@]([C@H]1C1=C(C(=CC=C1)Cl)F)(C#N)C1=C(C=C(C=C1)Cl)Br)CC(C)(C)C.C(CC)[SiH](OC)C n-propyl-(methyl)methoxysilane tert-butyl-(2R,3S,4R,5S)-4-(2-bromo-4-chlorophenyl)-3-(3-chloro-2-fluorophenyl)-4-cyano-5-neopentylpyrrolidine-2-carboxylate